phenyl(3,3-difluorocyclobutyl) carbamate C(N)(OC1(CC(C1)(F)F)C1=CC=CC=C1)=O